(2S)-2-[(3-chlorophenyl)methyl]-4,4-difluoro-3-hydroxypyrrolidine-1-carboxylic acid tert-butyl ester C(C)(C)(C)OC(=O)N1[C@H](C(C(C1)(F)F)O)CC1=CC(=CC=C1)Cl